Natrium tert.-butylat CC(C)(C)[O-].[Na+]